(R)-N-(4-methoxy-2-(4-methylpiperazin-1-yl)-5-((6-(3-(3-(pyrazolo[1,5-a]pyrimidin-6-yl)-phenyl)isoxazolidin-2-yl)pyrimidin-4-yl)amino)-phenyl)acrylamide COC1=CC(=C(C=C1NC1=NC=NC(=C1)N1OCC[C@@H]1C1=CC(=CC=C1)C=1C=NC=2N(C1)N=CC2)NC(C=C)=O)N2CCN(CC2)C